C1(CC1)CN(C(OC(C)(C)C)=O)[C@H]1CN(CC1)C=1N=NC(=CC1)C1=C(C=C(C=C1)C1=CN=C(S1)C)OCOC tert-butyl N-(cyclopropylmethyl)-N-[(3R)-1-{6-[2-(methoxymethoxy)-4-(2-methyl-1,3-thiazol-5-yl)phenyl]pyridazin-3-yl}pyrrolidin-3-yl]carbamate